2,3,7-trimethyl-decane CC(C)C(CCCC(CCC)C)C